2-[[[7-(4-isopropyl-phenyl)-2,3-dihydrobenzofuran-5-yl]amino]methyl]prop-2-enamide C(C)(C)C1=CC=C(C=C1)C1=CC(=CC=2CCOC21)NCC(C(=O)N)=C